methyl 4-amino-1-(2,6-dichloro-4-(ethoxymethyl)phenyl)-6-oxo-1,6-dihydropyrimidine-5-carboxylate NC=1N=CN(C(C1C(=O)OC)=O)C1=C(C=C(C=C1Cl)COCC)Cl